1,3-dimethyl-5-(2-(piperidin-4-yl)-1-(2-(trifluoromethoxy)ethyl)-1H-benzo[d]imidazol-6-yl)pyridin CN1CC(=CC(=C1)C=1C=CC2=C(N(C(=N2)C2CCNCC2)CCOC(F)(F)F)C1)C